(7-((4-((2-methoxyethyl)amino)-5-(trifluoromethyl)-7H-pyrrolo[2,3-d]pyrimidin-2-yl)amino)-2,3-dihydrobenzo-furan-4-yl)(4-morpholinopiperidin-1-yl)methanone COCCNC=1C2=C(N=C(N1)NC1=CC=C(C=3CCOC31)C(=O)N3CCC(CC3)N3CCOCC3)NC=C2C(F)(F)F